C1(CCCCC1)C=1C=CC(=NC1)CN(C(=O)[C@@H]1N(CC1)S(=O)(=O)C1=C(C(=C(C(=C1F)F)F)F)F)C=1C=C2C(NC(C2=CC1)=O)=O (R)-N-((5-cyclohexylpyridin-2-yl)methyl)-N-(1,3-dioxoisoindolin-5-yl)-1-((perfluorophenyl)sulfonyl)azetidine-2-carboxamide